9-bromo-1,1-bis(((Z)-hept-3-en-1-yl)oxy)nonane Benzyl-(R)-5-(((S)-1-cyano-2-((S)-2-oxopyrrolidin-3-yl)ethyl)carbamoyl)-3,3-dimethyl-1,3-azasilolidine-1-carboxylate C(C1=CC=CC=C1)OC(=O)N1C[Si](C[C@H]1C(N[C@@H](C[C@H]1C(NCC1)=O)C#N)=O)(C)C.BrCCCCCCCCC(OCC\C=C/CCC)OCC\C=C/CCC